COC(=O)C1=NC(=C(N=C1)Cl)C methyl-5-chloro-6-methylpyrazine-2-carboxylate